ClC1=C(C=CC(=C1)N1CCC(CC1)CC(OC)OC)C1C(NC(CC1)=O)=O 3-[2-chloro-4-[4-(2,2-dimethoxyethyl)-1-piperidyl]phenyl]-piperidine-2,6-dione